(S)-N-(1-(pyridin-2-yl)ethyl)-5-(4-(trifluoromethyl)piperidin-1-yl)-2-naphthamide N1=C(C=CC=C1)[C@H](C)NC(=O)C1=CC2=CC=CC(=C2C=C1)N1CCC(CC1)C(F)(F)F